4-(N'-(tert-butyldimethylsilyl)-N,N-dimethylsulfamimidoyl)-N-(2-(4-(((2S,6R)-2,6-dimethylmorpholino)methyl)piperidin-1-yl)-3-fluorophenyl)benzenesulfonamide [Si](C)(C)(C(C)(C)C)N=S(N(C)C)(=O)C1=CC=C(C=C1)S(=O)(=O)NC1=C(C(=CC=C1)F)N1CCC(CC1)CN1C[C@@H](O[C@@H](C1)C)C